N1=CC=C(C2=CC=CC=C12)S(=O)(=O)N quinoline-4-sulfonamide